2-[(2S)-2-aminopropyl]-5-chloro-N-[(3-fluoropyridin-4-yl)methyl]-3-methylthieno[3,2-b]pyridin-7-amine dihydrochloride Cl.Cl.N[C@H](CC1=C(C2=NC(=CC(=C2S1)NCC1=C(C=NC=C1)F)Cl)C)C